BrC1=C(C=C(C=C1)Cl)N/C(=C(/C(C)=O)\C(=O)OC)/[S-].[Na+] Sodium (E)-1-((2-bromo-5-chlorophenyl)amino)-2-(methoxycarbonyl)-3-oxobut-1-ene-1-thiolate